chloro-5-iodo-4-methoxy-2-(trifluoromethyl)benzene ClC1=C(C=C(C(=C1)I)OC)C(F)(F)F